C(C)OC(=O)C=1C=C(NC1C1=C(C=CC=C1)N)C1=CC=C(C=C1)C(F)(F)F 5-(2-aminophenyl)-2-(4-(trifluoromethyl)phenyl)Azole-4-carboxylic acid ethyl ester